FC1=C(C=CC(=C1)F)C1=NC(=C(C2=C1N=C(N(C2=O)C)C(F)(F)F)F)N2C[C@H](OCC2)C2=CC(=NC=C2)C (R)-8-(2,4-difluorophenyl)-5-fluoro-3-methyl-6-(2-(2-methylpyridin-4-yl)morpholino)-2-(trifluoromethyl)pyrido[3,4-d]pyrimidin-4(3H)-one